CC(C)(C)OC(=O)N1[C@H](CCC1)CN(CC1=CC=C(C=C1)OC1=CC=C(C=C1)Br)C.C(CC)SOC=1C(NC(NC1)=O)=O propyluraciloxysulfide 1,1-dimethylethyl-(R)-2-[[methyl[[4-(4-bromophenoxy)phenyl]methyl]amino]methyl]-1-pyrrolidinecarboxylate